(R)-2-(4-(4-chlorophenyl)-2,3,9-trimethyl-6H-thieno[3,2-f][1,2,4]triazolo[4,3-a][1,4]diazepin-6-yl)acetic acid ClC1=CC=C(C=C1)C1=N[C@@H](C=2N(C3=C1C(=C(S3)C)C)C(=NN2)C)CC(=O)O